Benzyl-2-(4-methoxy-benzyl)-[1,2,4]thiadiazolidine-3,5-dione C(C1=CC=CC=C1)N1C(N(SC1=O)CC1=CC=C(C=C1)OC)=O